C(=O)O.N[C@@H]1COCC[C@H]1C1=C(C2=NC(=CC(=C2S1)NCC=1SC=CC1)Cl)I 2-((3S,4R)-3-aminotetrahydro-2H-pyran-4-yl)-5-chloro-3-iodo-N-(thiophen-2-ylmethyl)thieno[3,2-b]pyridin-7-amine formate